2-(2,6-dioxopiperidin-3-yl)-3-oxo-2,3-dihydro-1H-benzofuran O=C1NC(CCC1C1OC2=C(C1=O)C=CC=C2)=O